C(C=C)C=1C=C(C(=C(C#N)C1)C(C)(C)O)Br 5-allyl-3-bromo-2-(2-hydroxypropan-2-yl)benzonitrile